2-(4-(tert-Butyloxycarbonyl)piperazine-1-yl)-5-(trifluoromethyl)nicotinic acid C(C)(C)(C)OC(=O)N1CCN(CC1)C1=C(C(=O)O)C=C(C=N1)C(F)(F)F